S1NCC(C2=C1C=CC=C2)=O 2,3-dihydrobenzothiazin-4-one